OC=1C(=CC=2C(C3=CC=CC=C3C(C2C1O)=O)=O)NS(=O)(=O)C=1C=CC=C2C=CC=NC12 N-(3,4-dihydroxy-9,10-dioxo-9,10-dihydroanthracen-2-yl)quinoline-8-sulfonamide